N-(2,6-Dioxopiperidin-3-yl)-7-(4-(hydroxymethyl)piperidin-1-yl)benzo[d][1,3]dioxolane-4-carboxamide O=C1NC(CCC1NC(=O)C1=CC=C(C=2OCOC21)N2CCC(CC2)CO)=O